BrC1=CC=C(C=C1)CCCBr 1-bromo-4-(3-bromopropyl)benzene